ClC1=C(C=C2C(=C(N(C2=C1F)C)C1=NC(=NN1)C(CO)OC)N1C=NC=C1)OC 2-(5-(6-chloro-7-fluoro-3-(1H-imidazol-1-yl)-5-methoxy-1-methyl-1H-indol-2-yl)-1H-1,2,4-triazol-3-yl)-2-methoxyethan-1-ol